C(C)(C)(C)C1=CC=C(C=C1)S(=O)(=O)OC1=C(C=CC=C1)NC(=O)NC1=C(C=CC=C1)OS(=O)(=O)C1=CC=C(C=C1)C(C)(C)C N,N'-di-[2-(p-t-butylbenzenesulfonyloxy)phenyl]urea